di(t-butylperoxy-isopropyl)benzenecarbamic acid cyclohexyl ester C1(CCCCC1)OC(NC1=C(C(=CC=C1)C(C)(C)OOC(C)(C)C)C(C)(C)OOC(C)(C)C)=O